FC=1C=CC=2N(C1)C=CN2 6-Fluoroimidazo[1,2-a]pyridine